2-((1-methylpiperidin-4-yl)oxy)-5-((1S,5R)-5-(trifluoromethyl)-3-(8-(trifluoromethoxy)quinolin-5-yl)-3-azabicyclo[3.1.0]hexane-1-yl)-1,3,4-oxadiazole CN1CCC(CC1)OC=1OC(=NN1)[C@@]12CN(C[C@]2(C1)C(F)(F)F)C1=C2C=CC=NC2=C(C=C1)OC(F)(F)F